ClC=1C(N(C(=CC1OC([2H])([2H])C1=NC=C(C=C1F)F)C)C1=C(C(=NC=C1C)C1=NC(=NC=C1)CC1(CC1)O)F)=O rel-3-chloro-4-((3,5-difluoropyridin-2-yl)methoxy-d2)-3'-fluoro-2'-(2-((1-hydroxycyclopropyl)methyl)pyrimidin-4-yl)-5',6-dimethyl-2H-[1,4'-bipyridin]-2-one